undecylfluorohexylamine C(CCCCCCCCCC)NCCCCCCF